N1=CN=CC(=C1)C1=CC=C(C(=N1)N)N 6-(pyrimidin-5-yl)pyridine-2,3-diamine